5-chloro-1-pentyne ClCCCC#C